2-(2,6-Dimethylpyridin-4-yl)-3-(tetrahydro-2H-pyran-4-yl)-5,6,7,8-tetrahydro-1H-pyrrolo[3,2-b][1,7]naphthyridine CC1=NC(=CC(=C1)C1=C(C2=NC=3CNCCC3C=C2N1)C1CCOCC1)C